5-(2,4-difluorophenyl)-N-(1-((3-methyloxetan-3-yl)methyl)-3-(2-oxo-2-((2-(pyridin-2-yl)propan-2-yl)amino)ethyl)azetidin-3-yl)isoxazole-3-carboxamide FC1=C(C=CC(=C1)F)C1=CC(=NO1)C(=O)NC1(CN(C1)CC1(COC1)C)CC(NC(C)(C)C1=NC=CC=C1)=O